F[P-](F)(F)(F)(F)F.CN(C)[N+](C)(C)CON1N=NC=2C1=NC=CC2 (dimethylamino)-N,N-dimethyl-(3H-[1,2,3]triazolo[4,5-b]pyridin-3-yloxy)methylaminium hexafluorophosphate